2,3,4,5-tetrakis(3,6-dimethyl-9H-carbazol-9-yl)-6-(2,6-diphenylpyridin-3-yl)benzonitrile CC=1C=CC=2N(C3=CC=C(C=C3C2C1)C)C1=C(C#N)C(=C(C(=C1N1C2=CC=C(C=C2C=2C=C(C=CC12)C)C)N1C2=CC=C(C=C2C=2C=C(C=CC12)C)C)N1C2=CC=C(C=C2C=2C=C(C=CC12)C)C)C=1C(=NC(=CC1)C1=CC=CC=C1)C1=CC=CC=C1